C(CCCC)OCCOCCO 2-(2-(pentyloxy)ethoxy)ethan-1-ol